C(C(=C)C)(=O)OCCOC1=CC=C(C(=O)O)C=C1 4-(2-methacryloyloxyethyl-oxy)benzoic acid